[N-](S(=O)(=O)C(F)(F)F)S(=O)(=O)C(F)(F)F.C(CCC)N1CN(C=C1)C 1-butyl-3-methylimidazole-bis(trifluoromethylsulfonyl)imide salt